CC1=C(C2=C(C(=C1CCN)C)OCO2)C Trimethyl-3,4-methylenedioxyphenethylamine